C(C)(=O)N1CCN(CC1)C1=CC=C(C=C1)NC(CCC(=O)N1C=2N(CCC1)N=C(C2)C)=O N-(4-(4-acetylpiperazin-1-yl)phenyl)-4-(2-methyl-6,7-dihydropyrazolo[1,5-a]pyrimidin-4(5H)-yl)-4-oxobutanamide